C(C)N1[C@H](CCC1)CN (R)-(1-ethyl-pyrrolidin-2-yl)methanamine